r-diethyl-4,4'-bipyridinium diperchlorate Cl(=O)(=O)(=O)[O-].Cl(=O)(=O)(=O)[O-].C(C)[N+]1=CC=C(C=C1)C1=CC=[N+](C=C1)CC